CN(CC#CC1=CC(=C(OCCCC2=C(N=C(S2)NCCCCS(=O)(=O)O)C(=O)OC)C=C1)F)C 4-[[5-[3-[4-[3-(dimethylamino)prop-1-ynyl]-2-fluoro-phenoxy]propyl]-4-methoxycarbonyl-thiazol-2-yl]amino]butane-1-sulfonic acid